C(CCCCCCCCC)OCOCCC=CCCCCCCI 10-iodo-3-decenyl decoxymethyl ether